(2S,3S,4R)-1-O-(α-D-galactosyl)-2-(N-Nonadecanoylamino)-1,3,4-hexanetriol [C@H]1([C@H](O)[C@@H](O)[C@@H](O)[C@H](O1)CO)OC[C@@H]([C@@H]([C@@H](CC)O)O)NC(CCCCCCCCCCCCCCCCCC)=O